5-(hydroxymethyl)-3-(1-oxohexadecyl)oxolane-2,4-dione OCC1C(C(C(O1)=O)C(CCCCCCCCCCCCCCC)=O)=O